CN(C=O)C N,N-dimethylmethaneamide